(S)-N-((4,6-dimethyl-2-oxo-1,2-dihydropyridin-3-yl)methyl)-5-(ethyl-(tetrahydro-2H-pyran-4-yl)amino)-4'-(3-fluoropyrrolidin-1-ylmethyl)-4-methyl-[1,1'-biphenyl]-3-carboxamide CC1=C(C(NC(=C1)C)=O)CNC(=O)C=1C=C(C=C(C1C)N(C1CCOCC1)CC)C1=CC=C(C=C1)CN1C[C@H](CC1)F